CC1(OB(OC1(C)C)C1=C2CC(CC2=CC=C1)NC(=O)C1=CC=NC=2N1N=CC2C(=O)N)C N7-[4-(4,4,5,5-tetramethyl-1,3,2-dioxaborolan-2-yl)indan-2-yl]pyrazolo[1,5-a]pyrimidine-3,7-dicarboxamide